CC=1C=C2C=3C=C(C=CC3N(C2=CC1)C1=CC=C(C=C1)OC(F)(F)F)C(=O)NCC1=NC=CC=C1 6-methyl-N-[(pyridin-2-yl)methyl]-9-[4-(trifluoromethoxy)phenyl]-9H-carbazole-3-carboxamide